3-methyl-7-propyl-xanthine CN1C(NC(C=2N(C=NC12)CCC)=O)=O